O1C(=NC2=C1C=CC=C2)C2CCN(CC2)C2=C(C(N(C1=CC=C(C=C21)F)C)=O)C(=O)N 4-[4-(1,3-benzooxazol-2-yl)piperidin-1-yl]-6-fluoro-1-methyl-2-oxo-1,2-dihydroquinoline-3-carboxamide